ClC=1C(=NN(C1C)C=1C=C(C(=O)NC2=CC3=C(OCO3)C=C2)C=CC1)C(F)(F)F 5-[[3-[4-Chloro-5-methyl-3-(trifluoromethyl)pyrazol-1-yl]benzoyl]amino]-1,3-benzodioxol